tert-Butyl 6-fluoro-2-(4-fluoro-5-morpholinopyridin-2-yl)-1H-indole-1-carboxylate FC1=CC=C2C=C(N(C2=C1)C(=O)OC(C)(C)C)C1=NC=C(C(=C1)F)N1CCOCC1